5-(2-(3-((4-Methoxybenzyl)oxy)phenyl)-1H-pyrrolo[2,3-b]pyridin-4-yl)-1H-indazol-3-amine COC1=CC=C(COC=2C=C(C=CC2)C2=CC=3C(=NC=CC3C=3C=C4C(=NNC4=CC3)N)N2)C=C1